(E)-1-(3-butyryl-3,6-diazabicyclo[3.1.1]heptan-6-yl)-4-(dimethylamino)but-2-en-1-one C(CCC)(=O)N1CC2N(C(C1)C2)C(\C=C\CN(C)C)=O